6-((t-butoxycarbonyl)amino)hexanoic acid C(C)(C)(C)OC(=O)NCCCCCC(=O)O